ClC=1C=C(C=C(C1F)Cl)C1(CC(=NO1)C1=CC(=C(C(=O)NC2=NN(C(=N2)CCC(F)(F)F)CC(F)F)C=C1)C)C(F)(F)F 4-(5-(3,5-dichloro-4-fluorophenyl)-5-(trifluoromethyl)-4,5-dihydroisoxazol-3-yl)-N-(1-(2,2-difluoroethyl)-5-(3,3,3-trifluoropropyl)-1H-1,2,4-triazol-3-yl)-2-methylbenzamide